N-(5-((S)-2-methoxy-1-((S)-2-oxo-4-(trifluoromethyl)imidazolidin-1-yl)ethyl)-6-methylpyridazin-3-yl)pivalamide COC[C@@H](N1C(N[C@@H](C1)C(F)(F)F)=O)C=1C=C(N=NC1C)NC(C(C)(C)C)=O